1,4-di(dodecyl)benzene lithium [Li].C(CCCCCCCCCCC)C1=CC=C(C=C1)CCCCCCCCCCCC